C1=NC=CC2=CC(=CC=C12)OC(C(=O)N)(C)C 2-(isoquinoline-6-yloxy)-2-methylpropionamide